C(C1=CC=CC=C1)OC(=O)N1[C@H](CN(CC1)C1=NC(=NC(=C1[N+](=O)[O-])CC1(CCCC2=CC=CC=C12)C(=O)OC)Cl)CC#N (2S)-4-(2-chloro-6-((1-(methoxycarbonyl)-1,2,3,4-tetrahydronaphthalen-1-yl)methyl)-5-nitropyrimidin-4-yl)-2-(cyanomethyl)piperazine-1-carboxylic acid benzyl ester